COC1=C(C=C(C=C1)C=1C=C(C=NC1)[C@@H](CO)CB1OC[C@@H](O1)C)OCCC (S)-2-(5-(4-methoxy-3-propoxyphenyl)pyridin-3-yl)-3-((S)-4-methyl-1,3,2-dioxaborolan-2-yl)propan-1-ol